3-Nitrophenyl-carboxylic acid [N+](=O)([O-])C=1C=C(C=CC1)C(=O)O